tert-Butyl (3R)-3-({5-[4-methyl-2-(trifluoromethyl)phenyl]-1-trityl-1H-indazol-3-yl}carbamoyl)piperidine-1-carboxylate CC1=CC(=C(C=C1)C=1C=C2C(=NN(C2=CC1)C(C1=CC=CC=C1)(C1=CC=CC=C1)C1=CC=CC=C1)NC(=O)[C@H]1CN(CCC1)C(=O)OC(C)(C)C)C(F)(F)F